N-(2-bromo-4-fluorobenzyl)-3-((6-phenylpyridazin-3-yl)amino)benzamide BrC1=C(CNC(C2=CC(=CC=C2)NC=2N=NC(=CC2)C2=CC=CC=C2)=O)C=CC(=C1)F